FC(CN1C[C@@H](CCC1)NC=1C(N(C(=NN1)C1=C(C=C(C=C1)C#C)O)C)=O)F (R)-6-((1-(2,2-difluoroethyl)piperidin-3-yl)amino)-3-(4-ethynyl-2-hydroxyphenyl)-4-methyl-1,2,4-triazin-5(4H)-one